BrC=1N=C(C=2N(C1)C=C(N2)C)Cl 6-bromo-8-chloro-2-methylimidazo[1,2-a]pyrazine